ammonium methanol CO.[NH4+]